OC1=C(C=CC(=C1)C(F)(F)F)C1=C(C=C(N=N1)N[C@H]1CN(CCC1)CC(C(=O)OC)(C)C)C methyl 3-[(3R)-3-({6-[2-hydroxy-4-(trifluoromethyl)phenyl]-5-methylpyridazin-3-yl}amino)piperidin-1-yl]-2,2-dimethylpropanoate